NC1=NC(=NC=2N1N=C(N2)C=2OC=CC2)N2[C@@H](CC2)C(=O)N2CCN(CC2)CCCC (S)-(1-(7-amino-2-(furan-2-yl)-[1,2,4]triazolo[1,5-a][1,3,5]triazin-5-yl)azetidin-2-yl)(4-butylpiperazin-1-yl)methanone